rac-(1r,3r)-N-((2-(4'-fluoro-2'-(4-methyl-4H-1,2,4-triazol-3-yl)-[1,1'-biphenyl]-3-yl)-7-(trifluoromethyl)benzo[d]oxazol-5-yl)methyl)-3-methylcyclohexane-1-amine FC1=CC(=C(C=C1)C1=CC(=CC=C1)C=1OC2=C(N1)C=C(C=C2C(F)(F)F)CN[C@H]2C[C@@H](CCC2)C)C2=NN=CN2C |r|